(3R,5S)-1-(2-(benzyloxy)ethyl)-3,5-dimethylpiperazine C(C1=CC=CC=C1)OCCN1C[C@H](N[C@H](C1)C)C